C(C=C)(=O)OC=1C=C(C(=O)O)C=C(C1)OC(C=C)=O 3,5-bis(acryloyloxy)benzoic acid